ClC=1C=C(C=CC1Cl)CSC1=C(C=C(C=C1C)CN1CC(C1)C(=O)O)C 1-[(4-{[(3,4-dichlorophenyl)methyl]sulfanyl}-3,5-dimethylphenyl)methyl]azetidine-3-carboxylic acid